(E)-N-(6,6-dimethyl-2-hepten-4-ynyl)-N-methyl-1-naphthamine hydrochloride Cl.CC(C#C/C=C/CN(C1=CC=CC2=CC=CC=C12)C)(C)C